CNC1=NNC2=CC=CC=C12 3-(N-methylamino)indazole